C1(=CC=CC=C1)N1C(C2=C(C1(C1=CC=C(C=C1)O)C1=CC=C(C=C1)O)C=CC=C2)=O 2-phenyl-3,3-bis(4-hydroxyphenyl)benzo[c]Pyrrolidone